methyl N-(3-aminopropanoyl)-N-methyl-L-valinate NCCC(=O)N([C@@H](C(C)C)C(=O)OC)C